C(C=C)(=O)NC1=C(C=CC=C1C)C1=NC=2C(=NC=CC2C2=CC(=C(CNC(=O)C3=NC(=NO3)C(C)(C)C)C=C2)F)N1 N-(4-(2-(2-Acrylamido-3-methylphenyl)-3H-imidazo[4,5-b]pyridin-7-yl)-2-fluorobenzyl)-3-(tert-butyl)-1,2,4-oxadiazole-5-carboxamide